S1C(=NC2=C1C=CC=C2)SCSC#N (benzothiazol-2-ylthio)methylthiocyanat